4-(azetidin-3-yl)-N-(4-fluorobenzyl)-N-(4-isobutoxybenzyl)pyrimidin-2-amine N1CC(C1)C1=NC(=NC=C1)N(CC1=CC=C(C=C1)OCC(C)C)CC1=CC=C(C=C1)F